(S)-1,2-propylenediamine C([C@H](C)N)N